C1(CCCC1)OC1=C(OC=2C(=NC=NC2)N2CC3(CCN(C3)CC3=CNC4=CC(=CC=C34)C#N)CC2)C=CC(=C1)F 3-((7-(5-(2-(cyclopentyloxy)-4-fluorophenoxy)pyrimidin-4-yl)-2,7-diazaspiro[4.4]non-2-yl)methyl)-1H-indole-6-carbonitrile